ClC1=C(C(=O)NCC(C2=C(N=CS2)C(F)F)N2CCC(CC2)COC2=NC=CN=C2C#N)C(=CC=C1)F 2-Chloro-N-[2-(4-{[(3-cyanopyrazin-2-yl)oxy]methyl}piperidin-1-yl)-2-[4-(difluoromethyl)-1,3-thiazol-5-yl]ethyl]-6-fluorobenzamide